3-(4-Chloro-2,5-difluorophenyl)-N-(4-methyl-3-(pyridin-4-yl)-1H-pyrazol-5-yl)propanamide ClC1=CC(=C(C=C1F)CCC(=O)NC1=C(C(=NN1)C1=CC=NC=C1)C)F